(2S,5R)-5-[2,6-difluoro-4-(4-trifluoromethylphenyl)phenyl]-1H-pyrrole-2-carboxamide hydrochloride Cl.FC1=C(C(=CC(=C1)C1=CC=C(C=C1)C(F)(F)F)F)C1=CC=C(N1)C(=O)N